C(C)N1CC(C1)(C)[C@@](C=1C=C(C=NC1)C1=NOC(=N1)CC(C)(O)C)(C1=CC=C(C=C1)C(C)C)O 1-(3-{5-[(R)-(1-ethyl-3-methyl-azetidin-3-yl)-hydroxy-(4-isopropyl-phenyl)-methyl]-pyridin-3-yl}-[1,2,4]Oxadiazol-5-yl)-2-methyl-propan-2-ol